(R)-N1-(4-amino-1H-pyrazolo[4,3-c]pyridin-7-yl)-N2-isobutyl-N2-(1-phenylethyl)oxalamide NC1=NC=C(C2=C1C=NN2)NC(C(=O)N([C@H](C)C2=CC=CC=C2)CC(C)C)=O